C1(CC1)C=1C=CC(=NC1F)C(NC(=O)C1N(CC(C1)F)C(CC=1C(NC=CC1)=O)=O)C1=CC=CC=C1 N-[(5-cyclopropyl-6-fluoropyridin-2-yl)(phenyl)methyl]-4-fluoro-1-[2-(2-oxo-1,2-dihydropyridin-3-yl)acetyl]pyrrolidine-2-carboxamide